NC=1C(=NC(=NC1)N1[C@H](C(NC2=C(C1)C=CC=C2)=O)[C@@H](C)CC)OC (S)-4-(5-Amino-4-methoxypyrimidin-2-yl)-3-((S)-sec-butyl)-1,3,4,5-tetrahydro-2H-benzo[e][1,4]diazepin-2-one